4-nitrophenyl (1-(2-chloro-6-fluorophenyl)ethyl)carbamate ClC1=C(C(=CC=C1)F)C(C)NC(OC1=CC=C(C=C1)[N+](=O)[O-])=O